C1(=C(C(=C(C(=C1[2H])[2H])NC1=C(C(=C(C(=C1[2H])[2H])C1=C(C(=C(C(=C1[2H])[2H])[2H])[2H])[2H])[2H])[2H])[2H])[2H])C1=C(C(=C(C(=C1[2H])[2H])[2H])[2H])[2H] bis([1,1'-biphenyl]-4-yl-d9)amine